NC1=CC=C(C=N1)NC=1N=CC2=C(N1)CN(CC2)C2=C(C1=C(OCCN1C(=O)OC(C)(C)C)N=C2)C tert-butyl 7-{2-[(6-aminopyridin-3-yl) amino]-5H,6H,7H,8H-pyrido[3,4-d]pyrimidin-7-yl}-8-methyl-1H,2H,3H-pyrido[2,3-b][1,4]oxazine-1-carboxylate